C(C)(=O)C1=C(C=C(C=C1)Br)NC(=O)[C@@H]1[C@H](C1)C1=NC=CC(=N1)C (1S,2S)-N-(2-acetyl-5-bromophenyl)-2-(4-methylpyrimidin-2-yl)cyclopropane-1-carboxamide